C(C)(C)(C)OC(=O)N1CCC2(CN(C2)C2=CC=C(C=C2)C2=C(COC3=CC(=CC=C23)OC2OCCCC2)Br)CC1 2-(4-(3-bromo-7-((tetrahydro-2H-pyran-2-yl)oxy)-2H-chromen-4-yl)phenyl)-2,7-diazaspiro[3.5]Nonane-7-carboxylic acid tert-butyl ester